6-bromo-8-(4-(tert-butyl)phenyl)-[1,2,4]triazolo[4,3-a]pyrazine BrC=1N=C(C=2N(C1)C=NN2)C2=CC=C(C=C2)C(C)(C)C